ClC1=NC=C(C(=C1)NC1CCC(CC1)CO)C#CC=1C=NN(C1)CC(F)F ((1s,4s)-4-((2-Chloro-5-((1-(2,2-difluoroethyl)-1H-pyrazol-4-yl)ethynyl)pyridin-4-yl)amino)cyclohexyl)methanol